Cl.FC=1C=C(C#N)C=CC1COC1=NC(=CC=C1)N1CCNCC1 3-fluoro-4-((6-(piperazin-1-yl)pyridin-2-yl)oxymethyl)benzonitrile hydrochloride